Tert-butyl (2-(methylsulfinyl)ethyl)carbamate CS(=O)CCNC(OC(C)(C)C)=O